3-[2-(6-fluoro-3-quinolyl)ethynyl]-benzohydrazide FC=1C=C2C=C(C=NC2=CC1)C#CC=1C=C(C(=O)NN)C=CC1